CC1([C@@H](C1)C1(NC(NC1=O)=O)CNC(=O)C1=NN(N=C1)C1=CC=CC=C1)C |r| N-({4-[rac-2,2-dimethylcyclopropyl]-2,5-dioxoimidazolidin-4-yl}methyl)-2-phenyl-2H-1,2,3-triazole-4-carboxamide